ClC1=C(C=CC=C1)CC(=O)NC1=CC(=C(C=C1)OCC1OCCOC1)S(N)(=O)=O 2-(2-chlorophenyl)-N-[4-(1,4-dioxane-2-ylmethoxy)-3-sulfamoylphenyl]acetamide